((2-(cyclopentylmethyl)-1,2,3,4-tetrahydroisoquinolin-7-yl)(isopropyl)amino)-1-methylpyridin-2(1H)-one C1(CCCC1)CN1CC2=CC(=CC=C2CC1)N(C(C)C)C=1C(N(C=CC1)C)=O